C(C)C=1C(=C(C(=O)NC(C)C)C=C(C1)F)OC=1C=NC=NC1 Ethyl-5-fluoro-N-isopropyl-2-(pyrimidin-5-yloxy)benzamide